CN1C(=NN=C1)S[C@H](C)C=1C=C(C=CC1)C1=CC(=NO1)C1=CC=CC=C1 (R)-5-(3-(1-((4-methyl-4H-1,2,4-triazol-3-yl)thio)ethyl)phenyl)-3-phenylisoxazole